(S)-7-ethyl-7-hydroxy-14-(2-(N-propylamino)ethyl)-10,13-dihydro-11H-[1,3]dioxolano[4,5-g]pyrano[3',4':6,7]indolizino[1,2-b]quinoline-8,11(7H)-dione C(C)[C@]1(C(OCC=2C(N3CC=4C(=NC=5C=C6C(=CC5C4CCNCCC)OCO6)C3=CC21)=O)=O)O